NC=1C=NC(=NC1)C=1C=C(C=C(C1)Cl)[C@@H]1COC[C@H](N1C(C=C)=O)C(F)F 1-((3R,5S)-3-(3-(5-aminopyrimidin-2-yl)-5-chlorophenyl)-5-(difluoromethyl)morpholino)prop-2-en-1-one